1-(1-(5-methoxy-2-methyl-4-nitrophenyl)piperidin-4-yl)-4-(pyrrolidin-3-ylmethyl)piperazine COC=1C(=CC(=C(C1)N1CCC(CC1)N1CCN(CC1)CC1CNCC1)C)[N+](=O)[O-]